2-(3-((R or S)-1-(((S)-((S or R)-5-cyano-1,2,3,4-tetrahydroquinolin-3-yl)(phenyl)methyl)amino)propan-2-yl)phenyl)acetic acid C(#N)C1=C2C[C@@H](CNC2=CC=C1)[C@@H](C1=CC=CC=C1)NC[C@H](C)C=1C=C(C=CC1)CC(=O)O |o1:5,21|